sodium valproate lithium [Li+].C(C(CCC)CCC)(=O)[O-].[Na+].C(C(CCC)CCC)(=O)[O-]